(1-(oxetan-3-yl)azetidin-3-yl)sulfonate O1CC(C1)N1CC(C1)S(=O)(=O)[O-]